Cl.NCC(CO)C 3-Amino-2-methyl-propan-1-ol, Hydrochloride